2-(2-(4,4-dimethylcyclohex-ylidene)ethyl)-1,3-dioxolane CC1(CCC(CC1)=CCC1OCCO1)C